F[C@H]1C(NCC[C@H]1N1C=CC2=C1N=NC=C2)(C)C 7-[(3R,4R)-3-fluoro-2,2-dimethylpiperidin-4-yl]-7H-pyrrolo[2,3-c]pyridazin